N[C@@]1(CN(CC1)C1=C(C=NC(=C1C1=CC(=CC=C1)OC(F)F)C#N)C(=O)N[C@@H](C)C1CC1)C 4-[(3S)-3-amino-3-methylpyrrolidin-1-yl]-6-cyano-N-[(1S)-1-cyclopropylethyl]-5-[3-(difluoromethoxy)phenyl]pyridine-3-carboxamide